ClC=1C=C(C=CC1)C(CC(=O)O)CC(=O)O 3-(3-chlorophenyl)glutaric acid